(2S,4R)-2-Benzyl 1-Tert-Butyl 4-Azido-2-(4-(4,4,5,5-Tetramethyl-1,3,2-Dioxaborolan-2-yl)Butyl)Pyrrolidine-1,2-Dicarboxylate N(=[N+]=[N-])[C@@H]1C[C@](N(C1)C(=O)OC(C)(C)C)(C(=O)OCC1=CC=CC=C1)CCCCB1OC(C(O1)(C)C)(C)C